(3R,4R)-1-(5,6-Difluoro-1-(4-(trifluoromethyl)benzyl)-1H-benzimidazol-2-yl)-4-fluoro-3-piperidinamin FC1=CC2=C(N(C(=N2)N2C[C@H]([C@@H](CC2)F)N)CC2=CC=C(C=C2)C(F)(F)F)C=C1F